OC(CC=C(C(=O)O)C)C.C(C(=C)C)(=O)OCC(C)O 2-hydroxypropyl methacrylate [(2-hydroxylpropyl) methacrylate]